C(C=C)(=O)OC r-methyl acrylate